Hexadecan-1-amine C(CCCCCCCCCCCCCCC)N